N1-[3-[(4-chlorophenyl)carbamoyl]-5,6-dihydro-4H-cyclopenta[b]-thiophen-2-yl]-N2-methoxy-cyclohexane-1,2-dicarboxamide ClC1=CC=C(C=C1)NC(=O)C=1C2=C(SC1NC(=O)C1C(CCCC1)C(=O)NOC)CCC2